4-chloro-2-(2H-1,2,3-triazol-2-yl)benzoic acid ClC1=CC(=C(C(=O)O)C=C1)N1N=CC=N1